(3-(6-bromo-2-fluoropyridin-3-yl)-3-fluorocyclobutyl)carbamic acid tert-butyl ester C(C)(C)(C)OC(NC1CC(C1)(F)C=1C(=NC(=CC1)Br)F)=O